2-((2,3-dihydro-1H-inden-2-yl)amino)-6,7-dihydro-5H-cyclopenta[d]pyrimidine-5-carboxylic acid C1C(CC2=CC=CC=C12)NC=1N=CC2=C(N1)CCC2C(=O)O